N1(CCC1)C1=CC=C(C=N1)C1=CC=CC=2N1N=CC2C(=O)N2CCCCC2 (7-(6-(azetidin-1-yl)pyridin-3-yl)pyrazolo[1,5-a]pyridin-3-yl)(piperidin-1-yl)methanone